CN[C@H](C(NC1C(N2C(SCC1)CCC2C(=O)N)=O)=S)C 4-[(2S)-2-(methylamino)propanethioamido]-5-oxo-octahydropyrrolo[2,1-b][1,3]thiazepine-7-carboxamide